1-(1-((2-(Allyloxy)-3-(tert-butyl)-5-methylphenyl)diethylsilyl)-1H-inden-3-yl)pyrrolidine C(C=C)OC1=C(C=C(C=C1C(C)(C)C)C)[Si](C1C=C(C2=CC=CC=C12)N1CCCC1)(CC)CC